C(C)OC(=O)C1C(CC(CC1)=O)=O ethyl-2,4-dioxocyclohexane-1-carboxylate